{2-Chloro-4-fluoro-5-[7-(3-oxa-8-aza-bicyclo[3.2.1]oct-8-yl)quinazolin-4-yl]-phenyl}-(4-hydroxy-methylthiazol-2-yl)-methanol ClC1=C(C=C(C(=C1)F)C1=NC=NC2=CC(=CC=C12)N1C2COCC1CC2)C(O)C=2SC(=C(N2)O)C